CC1=C(C=NC=C1)C(=O)OCC ethyl 4-methylpyridine-3-carboxylate